Cl.OC1CN(C1)C1=NC=C(C=C1C(C)OC=1C=2N(C=C(C1)C=1N=NN(C1C)C1CCNCC1)N=CC2C#N)C(F)(F)F 4-[1-[2-(3-Hydroxyazetidin-1-yl)-5-(trifluoromethyl)-3-pyridyl]ethoxy]-6-[5-methyl-1-(4-piperidyl)triazol-4-yl]pyrazolo[1,5-a]pyridine-3-carbonitrile HCl